FC=1C=CC(=C(C1)N1N=C(C=C1C)C1CC2(CNC2)C1)C 6-(1-(5-fluoro-2-methylphenyl)-5-methyl-1H-pyrazol-3-yl)-2-azaspiro[3.3]heptane